ethyl 4-amino-9-(2-((1R,3S,5R)-3-((6-bromopyridin-2-yl)carbamoyl)-5-methyl-2-azabicyclo[3.1.0]hexan-2-yl)-2-oxoethyl)-9H-pyrimido[4,5-b]indole-5-carboxylate NC1=NC=NC=2N(C=3C=CC=C(C3C21)C(=O)OCC)CC(=O)N2[C@@H]1C[C@@]1(C[C@H]2C(NC2=NC(=CC=C2)Br)=O)C